galactopyranosyl-(1->4)-D-glucopyranose C1([C@H](O)[C@@H](O)[C@@H](O)[C@H](O1)CO)O[C@H]1[C@@H]([C@H](C(O)O[C@@H]1CO)O)O